7-benzyloxy-8-fluoro-4-(4-fluorophenyl)-3-isopropyl-2-oxo-isoquinolin-2-ium C(C1=CC=CC=C1)OC1=CC=C2C(=C([N+](CC2=C1F)=O)C(C)C)C1=CC=C(C=C1)F